para-toluenesulfonic acid mono-hydrate O.CC1=CC=C(C=C1)S(=O)(=O)O